6-chloro-4-hydroxy-2-methyl-2H-thieno[2,3-e]-1,2-thiazine-3-carboxylic acid methyl ester-1,1-dioxide COC(=O)C=1N(S(C2=C(C1O)SC(=C2)Cl)(=O)=O)C